N-pentylbutane-1,4-diamine C(CCCC)NCCCCN